N[C@@H](C(=O)N)CC=1C=C(C=C(C1)CP(=O)(OCC)OCC)C1=CC=C(C=C1)Cl |r| (+/-)-α-amino-3-(4'-chloro-5-(diethoxyphosphinyl)methyl-[1,1'-biphenyl]-3-yl)propanoic acid amide